(S)-2-((2-((S)-5-(difluoromethyl)-3-methyl-2-oxoimidazolidin-1-yl)-5,6-dihydrobenzo[f]imidazo[1,2-d][1,4]oxazepin-9-yl)amino)propanamide FC([C@@H]1CN(C(N1C=1N=C2N(CCOC3=C2C=CC(=C3)N[C@H](C(=O)N)C)C1)=O)C)F